5-chloro-N-[3-(3-chloro-4-cyano-phenoxy)-2,2,4,4-tetramethyl-cyclobutyl]pyrazine-2-carboxamide ClC=1N=CC(=NC1)C(=O)NC1C(C(C1(C)C)OC1=CC(=C(C=C1)C#N)Cl)(C)C